6'-((4-((2-methoxy-3-(1-methyl-1H-1,2,4-triazol-3-yl)phenyl)amino)-5-propionylpyridin-2-yl)amino)-2H-[1,3'-bipyridinyl]-2-one COC1=C(C=CC=C1C1=NN(C=N1)C)NC1=CC(=NC=C1C(CC)=O)NC1=CC=C(C=N1)N1C(C=CC=C1)=O